C(C)OC(=O)C1CC(=CC1)OS(=O)(=O)C(F)(F)F 3-(trifluoromethanesulfonyl-oxy)cyclopent-3-ene-1-carboxylic acid ethyl ester